C(C1=CC=CC=C1)OC1=C2C=CC(=NC2=C(N=C1C(=O)OC)NC(=O)OCC[Si](C)(C)C)C1=CC=CC=C1 methyl 5-(benzyloxy)-2-phenyl-8-(((2-(trimethylsilyl)ethoxy)carbonyl)amino)-1,7-naphthyridine-6-carboxylate